OC=1C2=C(N=C(N1)NC(=O)OC)C(=NN2CC2=C(C=C(C=N2)C=2CCN(CC2)C(=O)OC(C)(C)C)OC)I tert-butyl 6-((7-hydroxy-3-iodo-5-((methoxycarbonyl)amino)-1H-pyrazolo[4,3-d]pyrimidin-1-yl)methyl)-5-methoxy-3',6'-dihydro-[3,4'-bipyridine]-1'(2'H)-carboxylate